C(C)(C)(C)OC(=O)NC1=C(C=C(C=C1)C1=CC=C(C=C1)F)NC(=O)C=1C=CC(=NC1)S(=NC(OC(C)(C)C)=O)(=O)C1CC1 tert-butyl N-[[5-[[2-(tert-butoxycarbonylamino)-5-(4-fluorophenyl)phenyl]carbamoyl]-2-pyridyl]-cyclopropyl-oxo-sulfanylidene]carbamate